C(C)OC(=O)C1=NN(C=C1N(C(C)=O)CC1=CC=C(C=C1)OC)C1OCCCC1.CC1=CC(=NO1)N1C(OCC1=O)C=1C=C(C(=O)NCCCCC2=CC=CC=C2)C=CC1 3-(3-(5-methylisoxazol-3-yl)-4-oxooxazolidin-2-yl)-N-(4-phenylbutyl)benzamide ethyl-4-(N-(4-methoxybenzyl)acetamido)-1-(tetrahydro-2H-pyran-2-yl)-1H-pyrazole-3-carboxylate